[N-](S(=O)(=O)C(F)(F)F)S(=O)(=O)C(F)(F)F.C(CCC)N1C(=[N+](C=C1)C)C 1-butyl-2,3-dimethylimidazolium bis(trifluoromethanesulfonyl)imide salt